CC1=C2OC=3C=CC=C(C[C@@H]4N(C(NCC(C=C1)=N2)=O)CC[C@@H]4NS(=O)(=O)CC)C3 N-[(15aS,16S)-7-methyl-1-oxo-2,3,15a,16,17,18-hexahydro-1H,15H-4,8-(azeno)-10,14-(metheno)pyrrolo[1,2-j][1,8,10]oxadiazacycloheptadecin-16-yl]ethanesulfonamide